C(C)OC(=O)C=1C=NC2=CC=C(C=C2C1Cl)OC([2H])([2H])[2H] ethyl-4-chloro-6-methoxy-d3-quinoline-3-carboxylate